O=C1NC(CC2=CC=CC=C12)=O 1,3-dioxoisoquinolin